BrC1=C(C=C(O[C@H](C(=O)O)CF)C=C1[2H])[2H] (R)-2-[p-bromo(3,5-2H2)phenoxy]-3-fluoropropionic acid